FC(C=1C=C(OC2=CC=C(S2)C(C(=O)N)=C)C=CC1)(F)F (5-(3-(trifluoromethyl)phenoxy)thiophen-2-yl)acrylamide